C[NH+](CCOC(C(=C)C)=O)C N,N-dimethyl-N-(methacryloyloxyethyl)ammonium